BrC=1C(=C(C=CC1F)NS(=O)(=O)C1=CC(=CC=2C(COC21)CC(=O)O)Cl)F.ClC2=CC(=NC=N2)C(C)=O 1-(6-chloropyrimidin-4-yl)ethanone 7-[(3-bromo-2,4-difluorophenyl)sulfamoyl]-5-chloro-2,3-dihydro-1-benzofuran-3-yl-acetate